[Si](C)(C)(C(C)(C)C)O[C@H](CC=C)C=1C=C2CN(C(C2=CC1)=O)[C@@H]1C(NC(CC1)=O)=O (3S)-3-[5-[(1R)-1-[tert-butyl(dimethyl)silyl]oxybut-3-enyl]-1-oxo-isoindolin-2-yl]piperidine-2,6-dione